S(=O)(=O)(O)O.C(C)N(CC)CC triethylamine sulfate salt